[4-(1-cyano-1-methyl-ethyl)phenyl]boronic acid C(#N)C(C)(C)C1=CC=C(C=C1)B(O)O